(1R,2S)-N-Boc-1,2-cyclohexanediamine C(=O)(OC(C)(C)C)N[C@H]1[C@H](CCCC1)N